(4S,6S)-4-fluoro-6-phenyl-N-[(3S)-5-methyl-4-oxo-2,3-dihydro-1,5-benzoxazepine-3-Yl]-5,6-dihydro-4H-pyrrolo[1,2-b]pyrazole-2-carboxamide F[C@H]1C[C@H](N2N=C(C=C21)C(=O)N[C@H]2COC1=C(N(C2=O)C)C=CC=C1)C1=CC=CC=C1